[Li].C(#N)C1=C(C(=C(C=2N=C(NC21)CC)C#N)C#N)C#N 4,5,6,7-tetracyanoethyl-benzimidazole lithium salt